Fmoc-[(S)-2-(4-pentenyl)alanine] C(=O)(OCC1C2=CC=CC=C2C2=CC=CC=C12)N[C@](C)(C(=O)O)CCCC=C